N(N)C=1C=CC(=C(C1)C1=NN=C(N1CC1=CC=C(C=C1)OC)C)OC 3-(5-hydrazinyl-2-methoxyphenyl)-4-(4-methoxybenzyl)-5-methyl-4H-1,2,4-triazole